FC(CN1N=C2C=CC(=CC2=C1)B1OC(C(O1)(C)C)(C)C)F 2-(2,2-difluoroethyl)-5-(4,4,5,5-tetramethyl-1,3,2-dioxaborolan-2-yl)-2H-indazole